6-((6-amino-2-(difluoromethyl)pyrimidin-4-yl)amino)-4-fluoro-N-methylnicotinamide NC1=CC(=NC(=N1)C(F)F)NC1=NC=C(C(=O)NC)C(=C1)F